O1CCC(CC1)N1CCC(CC1)NC(OC(C)(C)C)=O Tert-butyl 1-(tetrahydro-2H-pyran-4-yl)piperidin-4-ylcarbamate